8-(4-((6-bromo-2-(2,6-dioxopiperidin-3-yl)-1-oxoisoindolin-5-yl)methyl)piperazin-1-yl)-9-ethyl-6,6-dimethyl-11-oxo-6,11-dihydro-5H-benzo[b]carbazole-3-carbonitrile BrC1=C(C=C2CN(C(C2=C1)=O)C1C(NC(CC1)=O)=O)CN1CCN(CC1)C=1C(=CC2=C(C(C=3NC4=CC(=CC=C4C3C2=O)C#N)(C)C)C1)CC